FC(F)(F)C1=C(C=CC=C1)C(F)(F)F bis(trifluoromethyl)benzene